3-((4-((S)-4-(4-chloro-3-methylphenyl)-3,3-difluoropiperidin-1-yl)-5-fluoro-2-methoxyphenyl)amino)piperidine-2,6-dione ClC1=C(C=C(C=C1)[C@H]1C(CN(CC1)C1=CC(=C(C=C1F)NC1C(NC(CC1)=O)=O)OC)(F)F)C